OCC[C@@H](COCCC(N1CCN(CC1)C1=NC=C(C=N1)C(F)(F)F)=O)NC1=C(C(NN=C1)=O)C(F)(F)F (S)-5-((4-Hydroxy-1-(3-oxo-3-(4-(5-(trifluoromethyl)pyrimidin-2-yl)piperazin-1-yl)propoxy)butan-2-yl)amino)-4-(trifluoromethyl)pyridazin-3(2H)-one